O1CC(C1)C1=NOC=C1C(=O)N 3-(oxetan-3-yl)isoxazole-4-carboxamide